1-((3S,5R)-1-Acryloyl-5-((S)-1-hydroxyethyl)pyrrolidin-3-yl)-3-((6-chloro-1-cyclopropyl-2-methyl-1H-benzo[d]imidazol-5-yl)ethynyl)-5-(methylamino)-1H-pyrazole-4-carboxamide C(C=C)(=O)N1C[C@H](C[C@@H]1[C@H](C)O)N1N=C(C(=C1NC)C(=O)N)C#CC1=CC2=C(N(C(=N2)C)C2CC2)C=C1Cl